(piperazin-1-yl)-1,6-dihydroimidazo[4,5-d]pyrrolo[2,3-b]pyridine N1(CCNCC1)N1C=NC=2C1=C1C(=NC2)NC=C1